1-ethoxycarbonyl-ethyl-triphenyl-phosphonium bromide [Br-].C(C)OC(=O)C(C)[P+](C1=CC=CC=C1)(C1=CC=CC=C1)C1=CC=CC=C1